FC=1C=C(CCN2N=CC(=C2)CNC2=NC=3N([C@H](C(NC3C(=N2)C)=O)C)C)C=CC1F (7S)-2-(((1-(3,4-difluorophenethyl)-1H-pyrazol-4-yl)methyl)amino)-4,7,8-trimethyl-7,8-dihydropteridin-6(5H)-one